4-oxa-1,6-hexanediol C(CCOCCO)O